COC1=CC=C(C=C1)SCCSC1=CC=C(C=C1)OC 1,2-bis(4-methoxyphenylthio)ethane